2-ethyl 8-(2-methoxy ethyl) (1S,2S,5R)-3-((3-fluoro-4-((1-methyl-1H-pyrazol-4-yl)oxy)phenyl)sulfonyl)-3,8-diazabicyclo[3.2.1]octane-2,8-dicarboxylate FC=1C=C(C=CC1OC=1C=NN(C1)C)S(=O)(=O)N1[C@@H]([C@@H]2CC[C@H](C1)N2C(=O)OCCOC)C(=O)OCC